C1(CC1)C1=CC(=NN1)N(C1=NC(=NC=C1)N(C1CCN(CC1)CC(=O)O)C)C 2-(4-((4-((5-cyclopropyl-1H-pyrazol-3-yl)(methyl)amino)pyrimidin-2-yl)(methyl)amino)piperidin-1-yl)acetic acid